C(#C)C1=C(C=CC2=CC(=CC=C12)F)N ethynyl-6-fluoronaphthalen-2-amine